FC1=CC=2C(C=C(OC2C2=C1N(C(=N2)C(F)(F)F)C(C)C)C2CCNCC2)=O 4-fluoro-3-isopropyl-8-(piperidin-4-yl)-2-(trifluoromethyl)chromeno[7,8-d]imidazol-6(3H)-one